3-(5-(1-(Ethyl-d3)-5-phenyl-1H-pyrazol-4-yl)-1-oxoisoindolin-2-yl)piperidine-2,6-dione C(C([2H])([2H])[2H])N1N=CC(=C1C1=CC=CC=C1)C=1C=C2CN(C(C2=CC1)=O)C1C(NC(CC1)=O)=O